BrC(C(F)(F)F)(Br)F 1,1-dibromotetrafluoroethane